C1(CCCCC1)CCC12CCC(C3C4C=CC(C13)C4)C2 2-cyclohexylethyl-1,2,3,4,4a,5,8,8a-octahydro-1,4:5,8-di-methanonaphthalene